CS(=O)(=O)O.NC1=NC=C(C2=C1C(=C(N2C)C2=CC=C(C=C2)NC(C(=C)F)=O)C2=CC(=C(C(=O)NCC(F)(F)F)C=C2)OC)C#CC(C)(C)O 4-(4-amino-2-(4-(2-fluoroacryloylamino)phenyl)-7-(3-hydroxy-3-methylbut-1-yn-1-yl)-1-methyl-1H-pyrrolo[3,2-c]pyridin-3-yl)-2-methoxy-N-(2,2,2-trifluoroethyl)benzamide methanesulfonate